bis(3-hydroxy-2,2-dimethylpropyl) ether OCC(COCC(CO)(C)C)(C)C